5-methoxy-1-(2-(4-methylpiperazin-1-yl)propyl)-1H-indole COC=1C=C2C=CN(C2=CC1)CC(C)N1CCN(CC1)C